CN(C)CC=1C(=NC=CC1)B(O)O (3-((dimethylamino)methyl)pyridin-2-yl)boronic acid